(3R,5S)-3-((6-((S)-amino((R)-3,3-difluorocyclohexyl)methyl)imidazo[1,2-b][1,2,4]triazin-2-yl)methyl)-5-(trifluoromethyl)piperidin-2-one N[C@H](C=1N=C2N(N=C(C=N2)C[C@@H]2C(NC[C@H](C2)C(F)(F)F)=O)C1)[C@H]1CC(CCC1)(F)F